6-cyano-fucose Tetraacetate C(C)(=O)O[C@H](C=O)[C@H](OC(C)=O)[C@H](OC(C)=O)[C@@H](OC(C)=O)CC#N